CC(C(=O)OF)OCCC.[Cs] cesium perfluoro (2-methyl-3-oxahexanoate)